COC=1C=C(C=C(C1)OC)CCCC 1-(3,5-Dimethoxyphenyl)Butane